C1(=CC=C(C=C1)CC1C(NCC(NCC(N2CCCC2C(NC2(CCCC2)C(NCC(NCCC(NCC(NCC(NCC(NCC(N1)=O)=O)=O)=O)=O)=O)=O)=O)=O)=O)=O)C 9-(p-tolylmethyl)spiro[1,4,7,10,13,16,19,22,26,29,32-undecazabicyclo[32.3.0]heptatriacontane-31,1-cyclopentane]-2,5,8,11,14,17,20,23,27,30,33-undecone